[Li].FC1=C(C=CC(=C1)C=1C=NNC1)N1CCC(CC1)C(=O)N1CC2=CC=CC=C2C1 (1-(2-Fluoro-4-(1H-pyrazol-4-yl)phenyl)piperidin-4-yl)(isoindolin-2-yl)methanone lithium